BrC=1C(=NC(=CC1)Cl)N1CC(C1)N1CCOCC1 4-[1-(3-Bromo-6-chloro-2-pyridyl)azetidin-3-yl]morpholine